C1(=CC=CC=C1)CON1[C@@H]2CC[C@H](N(C1=O)C2)C(NC(CCONC(=N)N)=O)=N N-(((2S,5R)-6-(phenylmethyloxy)-7-oxo-1,6-diazabicyclo[3.2.1]oct-2-yl)(imino)methyl)-3-(guanidinyloxy)propanamide